ClCC=1C(=NC(=NC1)O)O 5-(chloromethyl)pyrimidine-2,4-diol